3-(2-fluoro-4-methylphenoxy)-6-(7-methyl-3-(trifluoromethyl)-[1,2,4]triazolo[4,3-b]pyridazin-6-yl)-5,6,7,8-tetrahydro-1,6-naphthyridine FC1=C(OC=2C=NC=3CCN(CC3C2)C=2C(=CC=3N(N2)C(=NN3)C(F)(F)F)C)C=CC(=C1)C